NC1=NN=C(C(N1)=O)CC1OCCC(C1)C(=O)N ((3-amino-5-oxo-4,5-dihydro-1,2,4-triazin-6-yl)methyl)tetrahydro-2H-pyran-4-carboxamide